ClC=1C=C2C=NC(=NC2=CC1N1CCC2([C@@](COC2)(O)C)CC1)NC=1C=NN(C1Cl)C1CC1 (S)-8-(6-chloro-2-((5-chloro-1-cyclopropyl-1H-pyrazol-4-yl)amino)quinazolin-7-yl)-4-methyl-2-oxa-8-azaspiro[4.5]decan-4-ol